2-(aminoethyl)azetidine-1-carboxylic acid tert-butyl ester C(C)(C)(C)OC(=O)N1C(CC1)CCN